ClC=1C=CC=C2C=CC=C(C12)S(=O)(=O)NC=1C(=NC=C(C1)C=1C=C2C(=NC=NC2=CC1)N1CCN(CC1)C(C=CC(C)=O)=O)OC 8-chloro-N-(2-methoxy-5-(4-(4-(4-oxopent-2-enoyl)piperazin-1-yl)quinazolin-6-yl)pyridin-3-yl)naphthalene-1-sulfonamide